(7-bromo-6-chloroquinazolin-4-yl)piperazine-1-carboxylic acid tert-butyl ester C(C)(C)(C)OC(=O)N1C(CNCC1)C1=NC=NC2=CC(=C(C=C12)Cl)Br